methyl 1-(2-hydroxy-1,3-dioxo-benzo[de]isoquinolin-6-yl)piperidine-4-carboxylate ON1C(C2=CC=CC=3C2=C(C1=O)C=CC3N3CCC(CC3)C(=O)OC)=O